(R)-N-(2-amino-2-methylhexyl)-1-methyl-1H-pyrazole-4-carboxamide N[C@@](CNC(=O)C=1C=NN(C1)C)(CCCC)C